4'-((2-Methoxyethoxy)methyl)-4,5,5',6'-tetrahydro-2H-spiro[furan-3,8'-pyrano[3,4-b]pyridine] 1'-oxide COCCOCC1=C2C(=[N+](C=C1)[O-])C1(OCC2)COCC1